N-((S)-1-cyano-2-(2-fluoro-4-(3-methyl-2-oxo-2,3-dihydrobenzo[d]oxazol-5-yl)phenyl)ethyl)azocane-3-carboxamide C(#N)[C@H](CC1=C(C=C(C=C1)C=1C=CC2=C(N(C(O2)=O)C)C1)F)NC(=O)C1CNCCCCC1